CC1C(CCCC1)=O 2-Methylcyclohexanon